N-(2-chloro-4-iodopyridin-3-yl)-2-isopropylpyrimidine-5-carboxamide ClC1=NC=CC(=C1NC(=O)C=1C=NC(=NC1)C(C)C)I